ClC1=C(CN2N=NC(=C2)C=2C=C(C=CC2)C2=NC3=CC(=C(C=C3C(=N2)N)OCCCN2CCOCC2)OC)C(=CC=C1)F (3-(1-(2-chloro-6-fluorobenzyl)-1H-1,2,3-triazol-4-yl)phenyl)-7-methoxy-6-(3-morpholinopropoxy)quinazolin-4-amine